C[C@@H]1N(C[C@H](N(C1)C(\C=C\C(C)=O)=O)C)C1=NC=NC2=CC=C(C=C12)C=1C=C(C(=NC1)OC)NS(=O)(=O)C1=C(C=CC=C1F)F N-(5-(4-((2S,5R)-2,5-dimethyl-4-((E)-4-oxopent-2-enoyl)piperazin-1-yl)quinazolin-6-yl)-2-methoxypyridin-3-yl)-2,6-difluorobenzene-sulfonamide